(4-[(4-ETHOXYPIPERIDIN-1-YL)METHYL]PHENYL)BORANEDIOL C(C)OC1CCN(CC1)CC1=CC=C(C=C1)B(O)O